(2R,4R)-4-((4-acetyl-3,5-dimethyl-6-((5-methyl-1H-pyrazol-3-yl)amino)pyridin-2-yl)methyl)-1-(3-chloro-2-fluorobenzyl)-2-methyl-piperidine-4-carboxylic acid C(C)(=O)C1=C(C(=NC(=C1C)NC1=NNC(=C1)C)C[C@@]1(C[C@H](N(CC1)CC1=C(C(=CC=C1)Cl)F)C)C(=O)O)C